FC=1C=CC2=C(NC(=N2)C2=CC(CC2(C)C)=O)C1 3-(6-fluoro-1H-benzo[d]imidazol-2-yl)-4,4-dimethylcyclopent-2-en-1-one